4-(7-Methoxy-1-methyl-β-carbolin-9-yl)-but-1-yne COC1=CC=C2C=3C=CN=C(C3N(C2=C1)CCC#C)C